tri(hexadecyl)methyl-ammonium chloride [Cl-].C(CCCCCCCCCCCCCCC)[N+](C)(CCCCCCCCCCCCCCCC)CCCCCCCCCCCCCCCC